N-(3-(2-aminoacetamido)propyl)-4-((3-(2,3-difluoro-4-methoxy-phenyl)imidazo[1,2-a]pyrazin-8-yl)amino)-2-ethylbenzamide hydrochloride Cl.NCC(=O)NCCCNC(C1=C(C=C(C=C1)NC=1C=2N(C=CN1)C(=CN2)C2=C(C(=C(C=C2)OC)F)F)CC)=O